NC1=NC=CC=C1CCC(=O)O (R)-2-amino-3-pyridine-propionic acid